N-(4-fluoro-2-methoxy-5-nitrophenyl)-4-(1H-indol-3-yl)pyrimidin-2-amine FC1=CC(=C(C=C1[N+](=O)[O-])NC1=NC=CC(=N1)C1=CNC2=CC=CC=C12)OC